(2-methacryloyloxyethyl)trimethylammonium chloride [Cl-].C(C(=C)C)(=O)OCC[N+](C)(C)C